1-(3-chlorophenyl)propane-1,3-diol ClC=1C=C(C=CC1)C(CCO)O